O=C(OCC1=CC=CC=C1)NCCOCCOCCOCCOCCOCCOCCOCCOCCC(=O)O 3-oxo-1-phenyl-2,7,10,13,16,19,22,25,28-nonaoxa-4-azahentriacontan-31-oic acid